4-((5-methyl-2,5-diazabicyclo[2.2.2]octan-2-yl)methyl)-3-(trifluoromethyl)aniline CN1C2CN(C(C1)CC2)CC2=C(C=C(N)C=C2)C(F)(F)F